BrC=1C(=C(OCCCN2CCOCC2)C=CC1)C 4-(3-(3-bromo-2-methylphenoxy)propyl)morpholine